C(C)(=O)NC1=NC=C(C(=O)OCC)C(=C1)N1CCOCC1 ethyl 6-acetamido-4-morpholinonicotinate